N-(3-(3-chloro-2-(3-methoxy-4-((7-oxo-2,6-diazaspiro[3.4]octan-2-yl)methyl)phenyl)pyridin-4-yl)-2-methylphenyl)-5-((3-hydroxypyrrolidin-1-yl)methyl)picolinamide ClC=1C(=NC=CC1C=1C(=C(C=CC1)NC(C1=NC=C(C=C1)CN1CC(CC1)O)=O)C)C1=CC(=C(C=C1)CN1CC2(C1)CNC(C2)=O)OC